3-{1-[N-methyl-7-(1H-indole-2-carbonyl)-6-methyl-5H,6H,7H,8H-imidazo[1,5-a]pyrazine-1-amido]cyclopropyl}benzoic acid CN(C(=O)C=1N=CN2C1CN(C(C2)C)C(=O)C=2NC1=CC=CC=C1C2)C2(CC2)C=2C=C(C(=O)O)C=CC2